N-(5-(4-((2-((N-ethylsulfamoyl)amino)pyridin-4-yl)methyl)piperazin-1-yl)-6-fluoropyridin-2-yl)acetamide C(C)NS(=O)(=O)NC1=NC=CC(=C1)CN1CCN(CC1)C=1C=CC(=NC1F)NC(C)=O